S(C)(=O)(=O)O.C12(CC3CC(CC(C1)C3)C2)C(CCCP)C23CC1CC(CC(C2)C1)C3 bis(1-adamantyl)butylphosphine mesylate